N1C=CC=2C1=CN=C(C2)N 1H-pyrrolo[2,3-c]pyridin-5-amine